O1CCOC12CCN(CC2)C2=CC=C(C=C2)[C@@H]2[C@H]([C@@H](CCC2)C(NC2=C(C=C(C=C2)C(F)(F)F)F)=O)C(=O)O |r| rac-(1R,2S,6R)-2-(4-(1,4-dioxa-8-azaspiro[4.5]decan-8-yl)phenyl)-6-((2-fluoro-4-(trifluoromethyl)phenyl)carbamoyl)cyclohexane-1-carboxylic acid